N(=C=S)C1=CC=C(C=C1)C=1NC2=CC=CC=C2C1C(C[N+](=O)[O-])C=1C=C(C=CC1)B(O)O (3-(1-(2-(4-isothiocyanatophenyl)-1H-indol-3-yl)-2-nitroethyl)phenyl)boronic acid